NC=1C=C(CN2C(C3=CC=C(C=C3C=N2)S(=O)(=O)C=2C=NC=CC2)=O)C=CC1 (3-Aminobenzyl)-6-(pyridin-3-ylsulfonyl)phthalazin-1(2H)-one